(S)-N-(1-(3-bromophenyl)-2-hydroxyethyl)-4-(5-fluoro-2-((1-methyl-1H-pyrazol-5-yl)amino)pyrimidin-4-yl)oxazole-2-carboxamide BrC=1C=C(C=CC1)[C@@H](CO)NC(=O)C=1OC=C(N1)C1=NC(=NC=C1F)NC1=CC=NN1C